N-[2-(1,3-oxazol-2-yl)-4-phenyl-1,3-thiazol-5-yl]pyrrolidine-2-Carboxamide O1C(=NC=C1)C=1SC(=C(N1)C1=CC=CC=C1)NC(=O)C1NCCC1